6-chloro-4-(6-chloro-5-fluoro-indolin-1-yl)pyrido[3,2-d]pyrimidine ClC=1C=CC=2N=CN=C(C2N1)N1CCC2=CC(=C(C=C12)Cl)F